3-Chloro-6-methyl-7-[(3R)-piperidin-3-yl]-6,7-dihydro-5H-pyrrolo[2,3-c]pyridazine dihydrochloride Cl.Cl.ClC1=CC2=C(N=N1)N(C(C2)C)[C@H]2CNCCC2